C(=CCCCC)[Si](C)(C)OC hexenyl-methoxydimethylsilane